OC1=C(C=NC2=NC(=CC=C12)C)C(=O)N1CCC(CC1)C=1C=CN=C2NC=NC12 (4-hydroxy-7-methyl-1,8-diaza-3-naphthyl)[4-(3H-1,3,4-triazainden-7-yl)-1-piperidyl]methanone